FC=1C=C(C=CC1F)C=1C=C(C=NC1)OC1=CC(=C(C=C1)N1CCC2(CCN(CC2)C(=O)OC(C)(C)C)CC1)[N+](=O)[O-] tert-butyl 9-(4-((5-(3,4-difluorophenyl) pyridin-3-yl) oxy)-2-nitrophenyl)-3,9-diazaspiro[5.5]undecane-3-carboxylate